2,4-dinitrophenethylamine [N+](=O)([O-])C1=C(CCN)C=CC(=C1)[N+](=O)[O-]